Acetate Phosphorus [P+3].C(C)(=O)[O-].C(C)(=O)[O-].C(C)(=O)[O-]